NC1CN(CC1)C1=NC=C(C(=O)NC=2SC=C(N2)C(C)(C)C2=CC=C(C=C2)OC)C=C1 6-(3-aminopyrrolidin-1-yl)-N-(4-(2-(4-methoxyphenyl)propan-2-yl)thiazol-2-yl)nicotinamide